butyl 2-(4-amino-8-methyl-6-(p-tolyl)-9H-pyrimido[4,5-b]indol-9-yl)acetate NC1=NC=NC=2N(C3=C(C=C(C=C3C21)C2=CC=C(C=C2)C)C)CC(=O)OCCCC